11-((2-((3-cyclohexylpropanoyl)oxy)octyl)thio)-6-hydroxyundecyl cyclopentadecanecarboxylate C1(CCCCCCCCCCCCCC1)C(=O)OCCCCCC(CCCCCSCC(CCCCCC)OC(CCC1CCCCC1)=O)O